CC(C=C)(CCC=C(C)C)OC(C)OCC 3,7-dimethyl-3-(1-ethoxyethoxy)-1,6-octadiene